(2Z)-3-(2-isopropylphenyl)-2-[[6-[1-[4-(trifluoromethoxy)phenyl]-1,2,4-triazol-3-yl]-2-quinolyl]imino]thiazolidin-4-one C(C)(C)C1=C(C=CC=C1)N1/C(/SCC1=O)=N/C1=NC2=CC=C(C=C2C=C1)C1=NN(C=N1)C1=CC=C(C=C1)OC(F)(F)F